2-phenyl-2,3-dihydro-1H-pyrazole-4-carboxylic acid C1(=CC=CC=C1)N1NC=C(C1)C(=O)O